[C@@H]1([C@@H](O)[C@@H](O)[C@H](O)[C@H](O1)CO)OC(C(O)CO)=O β-mannosylglycerate